[Au+].C(CCCC)(=O)N valeramide gold (I)